C(#N)C1=C(C2=C(N(C(N(C2=O)C(C(=O)OC(C)(C)C)(C)C)=O)CC(OC2CCOCC2)C2=C(C=CC(=C2)F)OC)S1)C tert-butyl 2-(6-cyano-1-(2-(5-fluoro-2-methoxyphenyl)-2-((tetrahydro-2H-pyran-4-yl) oxy) ethyl)-5-methyl-2,4-dioxo-1,2-dihydrothieno[2,3-d]pyrimidin-3(4H)-yl)-2-methylpropionate